C1(CC1)C(=O)N1CCN(CC1)C(=O)C=1C=NC2=CC(=C(C=C2C1N1CCC(CC1)(C#N)C)OC)OC 1-(3-(4-(Cyclopropanecarbonyl)piperazine-1-carbonyl)-6,7-dimethoxyquinolin-4-yl)-4-methylpiperidine-4-carbonitrile